C(C)(=O)O[C@@H]1COC2=C1C=C(C=C2S(NC2=C(C(=C(C=C2)F)C=2C(=C1C=NC(=NC1=CC2)NC2CCN(CC2)CCOC)F)F)(=O)=O)Cl (3S)-5-chloro-7-{[2,4-difluoro-3-(5-fluoro-2-{[1-(2-methoxyethyl) piperidin-4-yl] amino} quinazolin-6-yl) phenyl] sulfamoyl}-2,3-dihydro-1-benzofuran-3-yl acetate